BrC=1C=C(C=C2C(N=NC12)N)C1=CC(=NC=C1)NC1CC1 7-bromo-5-(2-(cyclopropylamino)pyridin-4-yl)-3H-indazol-3-amine